decyl-acrylate C(CCCCCCCCC)OC(C=C)=O